1,4-dioxan-2,5-dion O1C(COC(C1)=O)=O